triethoxycaprylylsilane titanium [Ti].C(C)OC(CCCCCCC(=O)[SiH3])(OCC)OCC